2-(6-amino-5-[[3-(aminomethyl)bicyclo[1.1.1]pentan-1-yl]amino]pyridazin-3-yl)phenol NC1=C(C=C(N=N1)C1=C(C=CC=C1)O)NC12CC(C1)(C2)CN